BrC=1C(N(C=C2C1N=C(N=C2)NC2CCC(CC2)N(C)C)C2=CC(=C(C=C2)NS(=O)(=O)CC2=CC=C(C=C2)F)F)=O N-(4-(8-bromo-2-(((1r,4r)-4-(dimethylamino)cyclohexyl)amino)-7-oxopyrido[4,3-d]pyrimidin-6(7H)-yl)-2-fluorophenyl)-1-(4-fluorophenyl)methanesulfonamide